3-[(S)-(3-bromophenyl)(cyclobutyl)methyl]-4-methyl-1,2,4-triazole BrC=1C=C(C=CC1)[C@@H](C1=NN=CN1C)C1CCC1